Barium periodat I(=O)(=O)(=O)[O-].[Ba+2].I(=O)(=O)(=O)[O-]